C1(CC1)C(=O)N1C[C@@]2(CC1)N(C(CN(C2=O)C2=C(C=C(C#N)C=C2)F)=O)CC2=CC=C(C=C2)C(F)(F)F (R)-4-(2-(cyclopropanecarbonyl)-7,10-dioxo-6-(4-(trifluoromethyl)benzyl)-2,6,9-triazaspiro[4.5]decan-9-yl)-3-fluorobenzonitrile